C(#N)C=1C=C(COC2=C(C=O)C=CC(=C2)OCC2=C(C(=CC=C2)C2=C(C=CC=C2)F)OC)C=CC1 2-(3-Cyanobenzyloxy)-4-(2-methoxy-3-o-fluorophenylbenzyloxy)benzaldehyde